ethyl 2-(4-fluorophenyl)-3-oxo-3,5,6,7-tetrahydro-2H-cyclopenta[c]pyridine-4-carboxylate FC1=CC=C(C=C1)N1C=C2C(=C(C1=O)C(=O)OCC)CCC2